CC=1C=C2C=CC=C(C2=CC1)C(=O)C1=CC=CC2=CC(=CC=C12)C 6-methylnaphthyl ketone